S1SCCCC1 1,2-dithiane